C(C)SC=1N(N=C2C=C(C=CC12)C(C#N)(C)C)C=1C=C2C(=CN1)N(N=C2)CC(C(F)(F)F)(F)F 2-[3-ethylsulfanyl-2-[1-(2,2,3,3,3-pentafluoropropyl)pyrazolo[3,4-c]pyridin-5-yl]indazol-6-yl]-2-methyl-propanenitrile